1-methyl-3-(2-fluorobenzyl)-imidazolium CN1C=[N+](C=C1)CC1=C(C=CC=C1)F